hexyldecanol myristoyl-Methylaminopropionate (hexyldecylmethylaminopropionate) C(CCCCC)CC(C(=O)O)(NC)CCCCCCCCCC.C(CCCCCCCCCCCCC)(=O)C(C(=O)O)(C)NC.C(CCCCC)C(CCCCCCCCC)O